BrC1=NC=CC(=C1OC)CC=1C=NC=C(C1C)OC1=C(C=C(C=C1)Cl)F 2-bromo-4-[[5-(4-chloro-2-fluoro-phenoxy)-4-methyl-3-pyridyl]methyl]-3-methoxy-pyridine